COC1=CC=C(CN(S(=O)(=O)N2CCC(CC2)C#CC(=O)OCC)CC2=CC=C(C=C2)OC)C=C1 Ethyl 3-(1-(N,N-bis(4-methoxybenzyl)sulfamoyl)piperidin-4-yl)propiolate